ClC=1C=C(C=C(C1)NS(=O)(=O)C)NC(=O)C=1SC(=C(C1)C1=NC=C(C=N1)OC1CCC1)C N-(3-chloro-5-(methylsulfonamido)phenyl)-4-(5-cyclobutoxypyrimidin-2-yl)-5-methylthiophene-2-carboxamide